N-ethyl-quinoxalinone tert-butyl-2-(4-(3-(2,6-dioxopiperidin-3-yl)-1-methyl-1H-indazol-7-yl)piperidin-1-yl)acetate C(C)(C)(C)OC(CN1CCC(CC1)C=1C=CC=C2C(=NN(C12)C)C1C(NC(CC1)=O)=O)=O.C(C)N1C(C=NC2=CC=CC=C12)=O